C1(CC1)C(=O)N1CCC(CC1)OC1=CC=C(C=C1)C=1C=C(C=2N(C1)N=CC2)OC cyclopropyl-{4-[4-(4-methoxypyrazolo[1,5-a]pyridin-6-yl)-phenoxy]-piperidin-1-yl}-methanone